ClC=1C=C(C=CC1)N1[C@@H](CNCC1)C (R)-1-(3-chlorophenyl)-2-methylpiperazine